[2-(propylsulfonyloxyimino)-2,3-dihydrothiophen-3-ylidene](o-tolyl)acetonitrile C(CC)S(=O)(=O)ON=C1SC=CC1=C(C#N)C1=C(C=CC=C1)C